(1r,3r)-3-(4-fluoro-3-(trifluoromethoxy)phenoxy)-N-((6-fluoroisoquinolin-5-yl)methyl)cyclobutan-1-amine hydrochloride Cl.FC1=C(C=C(OC2CC(C2)NCC2=C3C=CN=CC3=CC=C2F)C=C1)OC(F)(F)F